N[C@H]1CNCCC1 |r| racemic-3-aminopiperidine